COC1=CC=C(CN2N=C(C3=CC=CC=C3C2=O)CNCCC(=O)O)C=C1 3-(((3-(4-methoxybenzyl)-4-oxo-3,4-dihydrophthalazin-1-yl)methyl)amino)propanoic acid